[Si](C)(C)(C(C)(C)C)OCCOC1=C(C=C(C=C1C)C1=CC=2C(N(C=C(C2O1)C1=C(C=CC(=C1)CS(=O)(=O)C)OC1=C(C=C(C=C1)F)F)C)=O)C 2-(4-(2-((tert-butyldimethylsilyl)oxy)ethoxy)-3,5-dimethylphenyl)-7-(2-(2,4-Difluorophenoxy)-5-((methylsulfonyl)methyl)phenyl)-5-methylfuro[3,2-c]pyridin-4(5H)-one